C(C)(C)N(C(=O)C1=C(C=CC(=C1)F)C=1C=2N(C=C(C1)C1CN(C1)C(=O)OC(C)(C)C)C(=NC2)C)C(C)C Tert-butyl 3-(8-{2-[di(isopropyl)carbamoyl]-4-fluorophenyl}-3-methylimidazo[1,5-a]pyridin-6-yl)azetidine-1-carboxylate